COC(C[C@H](C#CC)C1=CC=C(C=C1)OCC(C)C)=O (3S)-3-[4-(2-methylpropyloxy)phenyl]Hex-4-ynoic acid methyl ester